FC(S(=O)(=O)OC1=CC2=CC=C(C(=C2C(=C1)Br)OCF)F)(F)F 4-Bromo-6-fluoro-5-(fluoromethoxy)naphthalen-2-yl trifluoromethanesulfonate